6-(2,4-difluorophenyl)-5-(pyridin-3-yl)isoindolin-1-one FC1=C(C=CC(=C1)F)C1=C(C=C2CNC(C2=C1)=O)C=1C=NC=CC1